OC=1C=C(C#N)C=CC1C1=NN=C(C2=CC=CC=C12)N[C@H]1CN(CCC1)CC(C)C (R)-3-hydroxy-4-(4-((1-(2-methylpropyl)piperidin-3-yl)amino)phthalazin-1-yl)benzonitrile